C/C=C\\1/CN2CC[C@@H]1[C@](C3=C(CC2)C4=CC=CC=C4N3)(CO)C(=O)OC The molecule is a monoterpenoid indole alkaloid with formula C21H26N2O3, isolated from several plant species including Rhazya stricta, Tabernaemontana dichotoma and Aspidosperma pyricollum. It has a role as a plant metabolite. It is a monoterpenoid indole alkaloid, a methyl ester, a primary alcohol, an organic heterotetracyclic compound and an Aspidosperma alkaloid. It is a conjugate base of a 15alpha-stemmadenine(1+).